BrC1=CC=C2C=CC(=CC2=C1)CN1C=CC2=C(C=CC(=C12)C(=O)NC1CC2(CCC2)C1)F 6-(1-((7-Bromonaphthalin-2-yl)methyl)-4-fluoro-1H-indol-7-carboxamido)spiro[3.3]heptan